C[Si](CCOCN1NC(C=C1)=O)(C)C (2-(trimethylsilyl)ethoxymethyl)-1,2-dihydro-3H-pyrazol-3-one